benzoimidazole-5-carboxylic acid (2-fluoro-ethyl)-amide FCCNC(=O)C1=CC2=C(N=CN2)C=C1